FC1=CC2=C(C(=NS2)C2CCN(CC2)CC[C@@H]2CC[C@H](CC2)N)C=C1 trans-4-(2-(4-(6-fluorobenzo[d]isothiazol-3-yl)piperidin-1-yl)ethyl)cyclohexane-1-amine